benzyl (trans-4-((5-cyanopyridin-2-yl)amino)cyclohexyl)(4-(1-methyl-1H-pyrazol-4-yl)phenyl)carbamate C(#N)C=1C=CC(=NC1)N[C@@H]1CC[C@H](CC1)N(C(OCC1=CC=CC=C1)=O)C1=CC=C(C=C1)C=1C=NN(C1)C